(7S)-7-Methyl-3-({[2-(2-oxoimidazolidin-1-yl)ethyl]carbamoyl}methyl)-2-[2-(1H-pyrazol-1-yl)ethyl]-3H,6H,7H,8H,9H-imidazo[4,5-f]chinolin C[C@@H]1NC2=CC=C3C(=C2CC1)N=C(N3CC(NCCN3C(NCC3)=O)=O)CCN3N=CC=C3